(E)-2-isopropyl-5-[2-(pyridin-2-yl)vinyl]phenol C(C)(C)C1=C(C=C(C=C1)\C=C\C1=NC=CC=C1)O